O1C(OCC1)CCCOC1=CC=C(C=C1)C1CN(CC1)C(=O)OCC1=CC=CC=C1 Benzyl 3-{4-[3-(1,3-dioxolan-2-yl)propoxy]phenyl}pyrrolidine-1-carboxylate